FC1=C(C(=C2C=CNC2=C1F)SC)OC=1C=CC(=C(C1)C=1NC=C(N1)[C@]1(C[C@@H](OC2=C(C=CC=C12)CCC(=O)OCC)C)C)F ethyl 3-[(2S,4S)-4-[2-[5-[(6,7-difluoro-4-methylsulfanyl-1H-indol-5-yl)oxy]-2-fluoro-phenyl]-1H-imidazol-4-yl]-2,4-dimethyl-chroman-8-yl]propanoate